methyl 4-(3-pyridylsulfanyl)benzoate N1=CC(=CC=C1)SC1=CC=C(C(=O)OC)C=C1